1-[6-[3-(6-methyl-2-pyridyl)-1H-pyrazol-4-yl]-1,5-naphthyridin-3-yl]piperidin-4-amine CC1=CC=CC(=N1)C1=NNC=C1C=1N=C2C=C(C=NC2=CC1)N1CCC(CC1)N